N-(4-Amino-1H-pyrazolo[4,3-c]pyridin-7-yl)-2-oxo-2-[rac-(2R,5S)-2-(2-isopropylindazol-6-yl)-5-methyl-1-piperidyl]acetamide NC1=NC=C(C2=C1C=NN2)NC(C(N2[C@H](CC[C@@H](C2)C)C=2C=CC1=CN(N=C1C2)C(C)C)=O)=O |r|